FC1=C(C=CC=2NC(=NC21)CNC2=NC(=NC=1N2N=CC1)S(=O)(=O)C)F N-[(4,5-difluoro-1H-benzimidazol-2-yl)methyl]-2-methylsulfonyl-pyrazolo[1,5-a][1,3,5]triazin-4-amine